FC1=C(C(NC)=S)C(=CC(=C1)F)F 2,4,6-trifluoro-N-methylbenzothioamide